diethyl 1-benzyl-6-methyl-9-oxo-4-phenyl-8-(m-tolyl)-1,7,8-triazaspiro[4.4]non-2,6-diene-2,3-dicarboxylate C(C1=CC=CC=C1)N1C(=C(C(C12C(=NN(C2=O)C=2C=C(C=CC2)C)C)C2=CC=CC=C2)C(=O)OCC)C(=O)OCC